O1C(C(CC2=CC=CC=C12)C(=O)O)C1=CC=CC=C1 flavanic acid